C(C1=CC=CC=C1)N1C(=O)C2C3C=CC(C2C1=O)C3 N-benzyl-5-norbornene-2,3-dicarboximide